CC1=CC(=NC=C1)C2=NC=CC(=C2)N=CC(=C(C)N)C The molecule is a member of the class of bipyridines that is 2,2'-bipyridine in which the hydrogens situated para to the ring nitrogens have been replaced by methyl and 3-amino-2-methylbut-2-en-1-imino groups. It is a member of bipyridines, an imine and an enamine.